(S)-N-(1-cyanoethyl)-4-(2-((1-(1-(1-hydroxycyclopropane-1-carbonyl)piperidin-4-yl)-1H-pyrazol-4-yl)amino)-5-methylpyrimidin-4-yl)benzamide C(#N)[C@H](C)NC(C1=CC=C(C=C1)C1=NC(=NC=C1C)NC=1C=NN(C1)C1CCN(CC1)C(=O)C1(CC1)O)=O